CCCCCCCCCCCCCC(=O)OC[C@H](COP(=O)(O)OC[C@H](CO)O)OC(=O)CCCCCCC/C=C\C/C=C\CCCC 1-tetradecanoyl-2-(9Z,12Z-heptadecadienoyl)-glycero-3-phospho-(1'-sn-glycerol)